2-chloro-3-(pyridin-3-yl)pyrazine ClC1=NC=CN=C1C=1C=NC=CC1